ClC=1C=C2C(=NC1OC)C(=C(N2)C2=NNC(=N2)C(C)=O)C=2C=NNC2 1-(3-(6-chloro-5-methoxy-3-(1H-pyrazol-4-yl)-1H-pyrrolo[3,2-b]pyridin-2-yl)-1H-1,2,4-triazol-5-yl)ethan-1-one